C(C)(C)C1=C(NC2=CC=C(C=C12)N1C(NCC1)=O)C1=C2C(=NC=C1)N(N=C2)C(C2=CC=CC=C2)(C2=CC=CC=C2)C2=CC=CC=C2 1-(3-isopropyl-2-(1-trityl-1H-pyrazolo[3,4-b]pyridin-4-yl)-1H-indol-5-yl)imidazolidin-2-one